ClC=1C(=CC2=C(SC(=C2)C(=O)NC2=CC(=CC(=C2)OC2=CC=C(C=C2)Cl)Cl)C1)C(C)(C)S(=O)(=O)C 6-Chloro-N-(3-chloro-5-(4-chlorophenoxy)phenyl)-5-(2-(methylsulfonyl)propan-2-yl)benzo[b]thiophen-2-carboxamid